The molecule is a fifteen-membered glycopeptide comprising glycyl, glutaminyl, alanyl, glycyl, tyrosyl, (5R)-5-(beta-D-galactopyranosyloxy)lysyl, glycyl. alpha-glutamyl, glutaminyl, glycyl, prolyl, lysyl, glycyl, alpha-glutamyl and threonine residues coupled in sequence. C[C@H]([C@@H](C(=O)O)NC(=O)[C@H](CCC(=O)O)NC(=O)CNC(=O)[C@H](CCCCN)NC(=O)[C@@H]1CCCN1C(=O)CNC(=O)[C@H](CCC(=O)N)NC(=O)[C@H](CCC(=O)O)NC(=O)CNC(=O)[C@H](CC[C@H](CN)O[C@H]2[C@@H]([C@H]([C@H]([C@H](O2)CO)O)O)O)NC(=O)[C@H](CC3=CC=C(C=C3)O)NC(=O)CNC(=O)[C@H](C)NC(=O)[C@H](CCC(=O)N)NC(=O)CN)O